N-(3-bromopyridin-2-yl)methanesulfonamide CS(=O)(=O)NC1=C(C=CC=N1)Br